C(CCCCC)C(COC(CCCCCCCCCCC)=O)CCCCCCCC lauric acid 2-hexyldecyl ester